COC1=CC(=NC=C1)C1=NN=C(S1)N 5-(4-methoxypyridin-2-yl)-1,3,4-thiadiazol-2-amine